C1=C(C=CC=2SC3=C(C21)C=CC=C3)C(=O)O dibenzo[b,d]thiophene-2-carboxylic acid